[4-[3-methyl-4-([1,2,4]triazolo[1,5-a]pyridin-7-yloxy) anilino]-6-nitro-quinazolin-7-yl] trifluoromethanesulfonate FC(S(=O)(=O)OC1=C(C=C2C(=NC=NC2=C1)NC1=CC(=C(C=C1)OC1=CC=2N(C=C1)N=CN2)C)[N+](=O)[O-])(F)F